FC1=CC=C(C=C1)C=1N=NN(C1COC1=CC=C2C(=N1)CN(C2)C(=O)C2COC2)C 4-(4-fluorophenyl)-1-methyl-5-({[6-(oxetan-3-carbonyl)-5H,6H,7H-pyrrolo[3,4-b]pyridin-2-yl]oxy}methyl)-1H-1,2,3-triazole